CC(=O)CC(=O)NC1=CC(=CC=C1)Br N-(3-bromophenyl)-3-oxobutanamide